FC1=NC=C(C=C1[C@H]1NC(O[C@@H]1C1=CC(=CC=C1)F)=O)C#CC1=CC(=NC=C1)F (4R,5R)-4-(2-fluoro-5-((2-fluoro-4-pyridinyl)ethynyl)-3-pyridinyl)-5-(3-fluorophenyl)-1,3-oxazolidin-2-one